ClC1=C(C=CC(=C1)Cl)C1[C@H](CC1)N1[C@@H](C=CC=C1)C(F)(F)F (1S,2S)-N-[2-(2,4-dichlorophenyl)cyclobutyl]-2-(trifluoromethyl)pyridine